C(C)(=O)O[C@H]1C2=CC3=C(OCO3)C=C2[C@H]([C@@H]2[C@@H]1COC2=O)C2=CC(=C(C(=C2)OC)OC)OC (5R,5aR,8aR,9R)-8-oxo-9-(3,4,5-trimethoxyphenyl)-5,5a,6,8,8a,9-hexahydrofuro[3',4':6,7]naphtho[2,3-d][1,3]dioxol-5-yl acetate